trimethylolethane tri(2-mercaptopropionate) SC(C(=O)O)C.SC(C(=O)O)C.SC(C(=O)O)C.C(O)C(C)(CO)CO